CN(N1C(CCC1)=O)C N-dimethylaminopyrrolidone